(S)-N-(5-aminopentyl)-2-(2,5-dioxo-2,5-dihydro-1H-pyrrol-1-yl)-3-methoxypropionamide NCCCCCNC([C@H](COC)N1C(C=CC1=O)=O)=O